C1=CC=CC=2C3=CC=CC=C3C(C12)COC(=O)C(C(=O)O)(CC#C)NC 9H-fluoren-9-ylmethoxycarbonyl(methyl)aminopent-4-ynoic acid